NCCCCN1[C@@H](CCC1)C=1C=NC=CC1 (S)-1-(4-aminobutyl)-2-(3-pyridinyl)pyrrolidine